F[C@@H]\1[C@@H]2CCC[C@H](C/C1=C\C1=CC=C(N=N1)C=1C=C3C=CN=CC3=CC1O)N2 6-(6-((E)-((1S,2S,5R)-2-fluoro-9-azabicyclo[3.3.1]nonan-3-ylidene)methyl)pyridazin-3-yl)isoquinolin-7-ol